NCC(=O)N1CCC(CC1)C=1C=C2C(=C(NC2=CC1)C1=C2C(=NC=C1)NN=C2)CC 2-amino-1-(4-(3-ethyl-2-(1H-pyrazolo[3,4-b]pyridin-4-yl)-1H-indol-5-yl)piperidin-1-yl)ethan-1-one